1-(1-((3R,4R)-3-fluoropiperidin-4-yl)-1H-indol-4-yl)dihydropyrimidine-2,4(1H,3H)-dione F[C@@H]1CNCC[C@H]1N1C=CC2=C(C=CC=C12)N1C(NC(CC1)=O)=O